CS(=O)(=O)OCC[C@H](C)O[Si](C1=CC=CC=C1)(C1=CC=CC=C1)C(C)(C)C (S)-3-((tert-butyldiphenylsilyl)oxy)butyl methanesulfonate